C(C)(=O)OCCCCCCC\C=C\C=C/C (E,Z)-8,10-Dodecadienyl acetate